(1s,3s)-3-Hydroxy-1-methylcyclobutyl (8-amino-7-fluoro-6-(8-methyl-2,3-dihydro-1H-pyrido[2,3-b][1,4]oxazin-7-yl)isoquinolin-3-yl)carbamate NC=1C(=C(C=C2C=C(N=CC12)NC(OC1(CC(C1)O)C)=O)C1=C(C2=C(OCCN2)N=C1)C)F